tert-butyl 2,3,4,5-tetrahydro-1H-azepine-1-carboxylate N1(CCCCC=C1)C(=O)OC(C)(C)C